7-(4-cyclopropyl-6-methoxypyrimidin-5-yl)-1-(4-(1-methyl-4-(trifluoromethyl)-1H-imidazol-2-yl)benzyl)-1,4-dihydro-2H-pyrimido[4,5-d][1,3]oxazin-2-one C1(CC1)C1=NC=NC(=C1C=1N=CC2=C(N(C(OC2)=O)CC2=CC=C(C=C2)C=2N(C=C(N2)C(F)(F)F)C)N1)OC